beryllium fluoride salt [F-].[Be+2].[F-]